Tert-Butyl 4-[2-fluoro-5-(trifluoromethyl)benzoyl]piperidine-1-carboxylate FC1=C(C(=O)C2CCN(CC2)C(=O)OC(C)(C)C)C=C(C=C1)C(F)(F)F